4-((dimethylamino)methyl)-N-(3-methoxybenzyl)-N-(4-(4-methylpiperazin-1-yl)benzyl)aniline CN(C)CC1=CC=C(N(CC2=CC=C(C=C2)N2CCN(CC2)C)CC2=CC(=CC=C2)OC)C=C1